3-chloro-1H-pyrazol-5-amine ClC1=NNC(=C1)N